O=C1N(CC2=C(C=CC=C12)N(C1CCC(CC1)NCCC(F)(F)F)CC1CC2(C1)CCC2)C2C(NC(CC2)=O)=O 3-(1-oxo-4-((spiro[3.3]heptan-2-ylmethyl)((1s,4s)-4-((3,3,3-trifluoropropyl)amino)cyclohexyl)amino)isoindolin-2-yl)piperidine-2,6-dione